O=C1COCC2(CCCN(C2)C2=CC=C(C=N2)C(=O)OC(C)(C)C)C(N1)=O tert-Butyl 6-(10,12-dioxo-8-oxa-2,11-diazaspiro[5.6]dodecan-2-yl)pyridine-3-carboxylate